N-[1-[2-[4-[[2-(azetidin-1-yl)-2-oxo-ethyl]-methyl-amino]-1-piperidyl]-2-oxo-ethyl]-3-[2-(difluoromethoxy)-5-methylsulfanyl-phenyl]pyrazol-4-yl]pyrazolo[1,5-a]pyrimidine-3-carboxamide N1(CCC1)C(CN(C1CCN(CC1)C(CN1N=C(C(=C1)NC(=O)C=1C=NN2C1N=CC=C2)C2=C(C=CC(=C2)SC)OC(F)F)=O)C)=O